CC(C)(C1=CC=C(O1)CN)C1=CC=C(O1)CN (Propan-2,2-diylbis(furan-5,2-diyl))dimethanamin